FC=1C=2CCCC2C(=C2CCCC12)NC(=O)N=S(=O)(N)C1=CC(=CC=C1)C(C)(C)O N'-(8-fluoro-1,2,3,5,6,7-hexahydro-s-indacen-4-ylcarbamoyl)-3-(2-hydroxypropan-2-yl)benzenesulfonimidamide